C(C1=CC=CC=C1)NC(N[C@@H](CC1=CC=C(C=C1)NS(O)(=O)=O)C=1SC=C(N1)CC)=O (S)-4-(2-(3-Benzylureido)-2-(4-ethylthiazol-2-yl)ethyl)phenylsulfamic acid